chloro-N-[7-(cyanomethoxy)-[1,3]thiazolo[5,4-d]pyrimidin-2-yl]-5'-methoxy-6-methyl-[4,4'-bipyridine]-3-carboxamide ClC1=NC(=CC(=C1C(=O)NC=1SC=2N=CN=C(C2N1)OCC#N)C1=CC=NC=C1OC)C